laurylsulfonic acid C(CCCCCCCCCCC)S(=O)(=O)O